3-iodo-1-{2-[(4-methoxyphenyl)methyl]-6-methyl-2H-pyrazolo[3,4-b]pyridin-5-yl}-5-methyl-4-(propan-2-yl)-1H-pyrazole IC1=NN(C(=C1C(C)C)C)C1=CC=2C(N=C1C)=NN(C2)CC2=CC=C(C=C2)OC